C(C)(C)(C)C1=NN=C(O1)C(=O)N[C@H]1C2=C(CN(CC1)CCO)C=C(C=C2)C2=NC(=NC=C2)NC=2C=NN(C2C)C (R)-5-(tert-butyl)-N-(8-(2-((1,5-dimethyl-1H-pyrazol-4-yl)amino)pyrimidin-4-yl)-2-(2-hydroxyethyl)-2,3,4,5-tetrahydro-1H-benzo[c]azepin-5-yl)-1,3,4-oxadiazole-2-carboxamide